diphenyl-4-(phenylsulfanyl)phenylsulfonium tetrafluoroborate F[B-](F)(F)F.C1(=CC=CC=C1)[S+](C1=CC=C(C=C1)SC1=CC=CC=C1)C1=CC=CC=C1